2-phenyl-5H-[1]benzofuro[3,2-c]carbazole C1(=CC=CC=C1)C=1C=C2C=3C4=C(C=CC3NC2=CC1)C1=C(O4)C=CC=C1